(S)-1-(2-chloro-5-(1-(2,2,2-trifluoroethyl)-1H-pyrazol-4-yl)pyridin-4-yl)piperidin-3-ol ClC1=NC=C(C(=C1)N1C[C@H](CCC1)O)C=1C=NN(C1)CC(F)(F)F